Diphenylethan C1(=CC=CC=C1)C(C)C1=CC=CC=C1